1-{2-[(2-methylpyrimidin-4-yl)amino]acetyl}pyrrolidine-2-carboxamide CC1=NC=CC(=N1)NCC(=O)N1C(CCC1)C(=O)N